Tri-(2-ethylhexyl)-phosphate C(C)C(COP(=O)(OCC(CCCC)CC)OCC(CCCC)CC)CCCC